O=C(CC1=CC=C(OC2CN(C2)C=2C(=C(C(=O)O)C=CC2)N2C=CC=C2)C=C1)NC1=CC=CC=C1 3-(3-(4-(2-oxo-2-(phenylamino)ethyl)phenoxy)azetidin-1-yl)-2-(1H-pyrrol-1-yl)benzoic acid